3-((4-(5-fluoro-1-(((S)-morpholin-2-yl)methyl)-1H-indol-7-yl)pyrrolo[2,1-f][1,2,4]triazin-6-yl)methyl)-6,6-dimethyl-3-azabicyclo[3.1.0]hexane-2,4-dione 2,2,2-trifluoroacetate FC(C(=O)O)(F)F.FC=1C=C2C=CN(C2=C(C1)C1=NC=NN2C1=CC(=C2)CN2C(C1C(C1C2=O)(C)C)=O)C[C@@H]2CNCCO2